C(C1=CC=CC=C1)C1=CNC2=CC(=CC=C12)S(=O)(=O)NC1(CC1)C 3-benzyl-N-(1-methylcyclopropyl)-1H-indole-6-sulfonamide